C(C)OC(=O)C=1C=NN(C1C=O)C 5-formyl-1-methyl-pyrazole-4-carboxylic acid ethyl ester